C(C)C1=C(C(=O)N2CCC(CC2)C2=C(C#N)C=CC=C2)C=C(C(=C1)CC)C1=NN=C(N1)OC (1-(2,4-diethyl-5-(5-methoxy-4H-1,2,4-triazol-3-yl)benzoyl)piperidin-4-yl)benzonitrile